(5S)-5-{[(3S)-3-(Difluoromethyl)pyrrolidin-1-yl]carbonyl}-2-(4-methylbenzyl)-5,6,7,8-tetrahydro[1,2,4]triazolo[4,3-a]pyridin-3(2H)-on FC([C@@H]1CN(CC1)C(=O)[C@@H]1CCCC=2N1C(N(N2)CC2=CC=C(C=C2)C)=O)F